2-(((3S,4R)-3-Fluoro-1-(4-((5-isopropyl-8-(((R)-3-methyl-2-oxooxazolidin-4-yl)methoxy)isoquinolin-3-yl)amino)pyrimidin-2-yl)-4-methylpiperidin-4-yl)oxy)ethyl methanesulfonate CS(=O)(=O)OCCO[C@]1([C@H](CN(CC1)C1=NC=CC(=N1)NC=1N=CC2=C(C=CC(=C2C1)C(C)C)OC[C@H]1N(C(OC1)=O)C)F)C